ClC=C(C(=O)C1=NC=CC=C1)C(C)=O 2-chloromethylene-1-(pyridin-2-yl)butane-1,3-dione